FC(OC1=C(C(=O)OC)C=CC=N1)(F)F methyl 2-(trifluoromethoxy)nicotinate